1-(tert-butyl) 3-ethyl 3-(3-phenylpropyl)piperidine-1,3-dicarboxylate C1(=CC=CC=C1)CCCC1(CN(CCC1)C(=O)OC(C)(C)C)C(=O)OCC